FC=1C=C(C=CC1)C(C)NC1=NC=2N(C=C1)N=CC2I N-(1-(3-fluorophenyl)ethyl)-3-iodopyrazolo[1,5-a]pyrimidin-5-amine